C(C)(C)(C)OC([C@H]([C@@H](C)[C@H]1OC2(OC1)CCCC2)NC(=O)OCC2=CC=CC=1C3=CC=CC=C3CC21)=O (2S,3R)-3-[(2R)-1,4-dioxaspiro[4.4]nonan-2-yl]-2-(fluorenylmethoxycarbonyl-amino)butanoic acid tert-butyl ester